methoxymethyl 3-bromo-4-hydroxy-2-methoxymethoxy-5,6-xylenecarboxylate BrC=1C(=C(C(=C(C1O)C)C)C(=O)OCOC)OCOC